N-oleoyl-taurine sodium salt [Na+].C(CCCCCCC\C=C/CCCCCCCC)(=O)NCCS(=O)(=O)[O-]